cis-3-fluoro-5-((3-((S)-3-(5-fluoropyridin-3-yl)isoxazolidine-2-carbonyl)cyclobutyl)amino)benzonitrile FC=1C=C(C#N)C=C(C1)N[C@@H]1C[C@@H](C1)C(=O)N1OCC[C@H]1C=1C=NC=C(C1)F